(S)-N-(2,6-dicarbonylpiperidin-3-yl)-4-(4-formylpiperidin-1-yl)-2-methoxybenzamide trifluoroacetate FC(C(=O)O)(F)F.C(=O)=C1NC(CC[C@@H]1NC(C1=C(C=C(C=C1)N1CCC(CC1)C=O)OC)=O)=C=O